FC1=C(CC2(N=C(C=3C(=N2)N(NC3)C(C)C)NC3=NNC(=C3)C)N)C=CC(=C1)F 6-(2,4-difluorobenzyl)-1-isopropyl-N4-(5-methyl-1H-pyrazol-3-yl)-1H-pyrazolo[3,4-d]pyrimidine-4,6-diamine